C[C@H](C(C)(C)C)NC(=O)[C@@H]1CN(CC[C@H]1NC(=O)C1=NOC(=C1)C1=C(C=C(C=C1)F)F)C1CCCCC1 |o1:9,14| (3R*,4R*)-1-Cyclohexyl-4-{[5-(2,4-difluoro-phenyl)-isoxazole-3-carbonyl]-amino}-piperidine-3-carboxylic acid ((R)-1,2,2-trimethyl-propyl)-amide